4-vinylphenyl-tributylgermane C(=C)C1=CC=C(C=C1)[Ge](CCCC)(CCCC)CCCC